NC=1C(=NC(=C(N1)C(=O)NCCC(=O)O)N)C(=O)NCCC(=O)O 3,3'-((3,6-diaminopyrazine-2,5-dicarbonyl)bis(azanediyl))dipropionic acid